4-(4-bromophenyl)-N-phenylthiazol-2-amine BrC1=CC=C(C=C1)C=1N=C(SC1)NC1=CC=CC=C1